COC(C1=C(C(=CC=C1CBr)Cl)F)=O 6-(bromomethyl)-3-chloro-2-fluorobenzoic acid methyl ester